BrC1=C(C(=C2C(=NC(N(C2=C1)C=1C(=NC=NC1C)C(C)C)=O)O)F)Cl 7-bromo-6-chloro-5-fluoro-4-hydroxy-1-(4-isopropyl-6-methylpyrimidin-5-yl)quinazolin-2(1H)-one